iron-silicon-chromium oxide [O-2].[Cr+3].[Si+4].[Fe+2]